2-amino-3-(oxazol-5-yl)butanoic acid NC(C(=O)O)C(C)C1=CN=CO1